N-cyclohexyl-2-(1-phenyl-1H-pyrazol-4-yl)-1,3-thiazole-4-carboxamide C1(CCCCC1)NC(=O)C=1N=C(SC1)C=1C=NN(C1)C1=CC=CC=C1